(R)-1-(3-(7-fluoro-3-(4-phenoxyphenyl)-1H-pyrazolo[4,3-c]pyridin-1-yl)pyrrolidin-1-yl)prop-2-en-1-one FC=1C2=C(C=NC1)C(=NN2[C@H]2CN(CC2)C(C=C)=O)C2=CC=C(C=C2)OC2=CC=CC=C2